tert-butyl (3S,4S)-4-((4-(3-(2,6-dioxopiperidin-3-yl)-1-methyl-1H-indazol-7-yl)piperazin-1-yl)methyl)-3-fluoropiperidine-1-carboxylate O=C1NC(CCC1C1=NN(C2=C(C=CC=C12)N1CCN(CC1)C[C@H]1[C@@H](CN(CC1)C(=O)OC(C)(C)C)F)C)=O